2-[2-(ethoxymethoxy)-6-fluoro-4-(trifluoromethyl)phenyl]-4,4,5,5-tetramethyl-1,3,2-dioxaborolane C(C)OCOC1=C(C(=CC(=C1)C(F)(F)F)F)B1OC(C(O1)(C)C)(C)C